3-Cyano-5-fluorophenyl-boric acid C(#N)C=1C=C(C=C(C1)F)OB(O)O